3-amino-6-chloro-N-[(3-fluoropyridin-2-yl)methyl]-5-(1,3-Oxazol-2-yl)pyrazine-2-carboxamide NC=1C(=NC(=C(N1)C=1OC=CN1)Cl)C(=O)NCC1=NC=CC=C1F